N-(3-chloro-5-(methylsulfonamido)phenyl)-4-(5-fluoro-3-methylpyridin-2-yl)-5-methylthiophene-2-carboxamide ClC=1C=C(C=C(C1)NS(=O)(=O)C)NC(=O)C=1SC(=C(C1)C1=NC=C(C=C1C)F)C